C(C)N1C(=NC2=C1C=CC(=C2)C(=O)NC[C@H](C)O)C(C2=CC=CC=C2)(C2=CC=CC=C2)O (S)-1-ethyl-2-(hydroxydiphenylmethyl)-N-(2-hydroxypropyl)-1H-benzo[d]imidazole-5-carboxamide